N1C(=NC=C1)C1=NC=C2N1CC[C@@H](C2)C=2C(=C(C=CC2F)NS(=O)(=O)C=2C(=NC=C(C2)Cl)OC)F (S)-N-(3-(3-(1H-imidazol-2-yl)-5,6,7,8-tetrahydroimidazo[1,5-a]pyridin-7-yl)-2,4-difluorophenyl)-5-chloro-2-methoxypyridine-3-sulfonamide